C(CC=C=C)=O 3,4-Pentadienal